BrC1=C2C3(C(NC2=CC=C1)=O)CC3 bromo-2'-oxospiro[cyclopropane-1,3'-indole]